tert-butyl 4-(1-((2,8-dimethylimidazo[1,2-a]pyridin-6-yl)carbamoyl)-2,3-dihydro-1H-pyrrolo[2,3-b]pyridin-4-yl)-2,2-dimethylpiperazine-1-carboxylate CC=1N=C2N(C=C(C=C2C)NC(=O)N2CCC=3C2=NC=CC3N3CC(N(CC3)C(=O)OC(C)(C)C)(C)C)C1